(1r,2'S,4S)-4-(3-chloro-2-fluoroanilino)-2'-[(2R)-2-methyl-3-{[(5R)-5-methyl-5,6,7,8-tetrahydroquinolin-4-yl]oxy}propyl]-2',3'-dihydrospiro[cyclohexane-1,1'-indene]-4-carboxylic acid ClC=1C(=C(NC2(CCC3([C@H](CC4=CC=CC=C34)C[C@H](COC3=CC=NC=4CCC[C@H](C34)C)C)CC2)C(=O)O)C=CC1)F